ClC1=NC=2CCCCC2C=C1 2-chloro-7,8-dihydro-6H-quinoline